CN(CCCCNC(C1=NC=C(C=C1)[131I])=O)C N-(4-(dimethyl-amino)butyl)-5-[131I]iodopicolinamide